tert-Butyl N-[(1R)-2-(2-azidoethoxy)-1-methyl-ethyl]carbamate N(=[N+]=[N-])CCOC[C@@H](C)NC(OC(C)(C)C)=O